CC1=CC=C(C=C1)C1=C2CCC(C2=C(C=2CCC(C12)=O)C1=CC=C(C=C1)C)=O 4,8-bis(4-methylphenyl)-2,3,6,7-tetrahydro-s-indacene-1,5-dione